CC1(O[C@H](CN(C1)C1=CC2=C(N=C(N(C2=O)C)C)C(=N1)C1=C(C=C(C=C1)C(F)(F)F)F)C1=CC(=NC=C1)C)C (S)-6-(2,2-dimethyl-6-(2-methylpyridin-4-yl)morpholino)-8-(2-fluoro-4-(trifluoromethyl)phenyl)-2,3-dimethylpyrido[3,4-d]pyrimidin-4(3H)-one